ClC1=CC2=C(N(C(N=C2N2CCN(CC2)C(C=C)=O)=O)CC(C)(C)C)N=C1C1=C(C=CC=C1)F 6-chloro-1-(2,2-dimethylpropyl)-7-(2-fluorophenyl)-4-(4-(2-propenoyl)-1-piperazinyl)pyrido[2,3-d]pyrimidin-2(1H)-one